COC1=CC2=C(N=C(N2)[S@@](=O)CC2=NC=C(C(=C2C)OC)C)C=C1 (S)-(-)-5-methoxy-2-[(4-methoxy-3,5-dimethylpyridin-2-yl)methylsulfinyl]-3H-benzimidazole